6-((2-(pyridin-4-yl)ethyl)amino)-9H-purin N1=CC=C(C=C1)CCNC1=C2N=CNC2=NC=N1